C(C)C1=CC(=C(OCC(=O)OC)C=C1)S(NC1=NOC2=C1C(=CC(=C2)CN2N=CC(=C2)CNC(C(=C)F)=O)OC)(=O)=O methyl 2-(4-ethyl-2-(N-(6-((4-((2-fluoroacrylamido)methyl)-1H-pyrazol-1-yl)methyl)-4-methoxybenzo[d]isoxazol-3-yl)sulfamoyl)phenoxy)acetate